COC1=CC=C(CN(C2=NC=CC(=N2)C#N)CC2=CC=C(C=C2)OC)C=C1 2-(bis(4-methoxybenzyl)amino)pyrimidine-4-carbonitrile